4-chloro-1-[4-(1,1-difluoroethyl)phenyl]sulfonyl-3-[(2R)-3,3-difluoro-2-methyl-azetidin-1-yl]indazole ClC1=C2C(=NN(C2=CC=C1)S(=O)(=O)C1=CC=C(C=C1)C(C)(F)F)N1[C@@H](C(C1)(F)F)C